The molecule is the simplest member of the class toluenes consisting of a benzene core which bears a single methyl substituent. It has a role as a non-polar solvent, a cholinergic antagonist, a neurotoxin and a fuel additive. It is a methylbenzene, a volatile organic compound and a member of toluenes. CC1=CC=CC=C1